N1=CC(=CC=C1)C=1SC(=C(N1)C)C(C)=O 2-(pyridin-3-yl)-4-methyl-5-acetylthiazole